COC(C1CCN(CC1)C1=CC=C(C=C1)[C@H]1C=2C=CC(=CC2C(C[C@H]1C1=CC=C(C=C1)C(F)(F)F)(F)F)O)OC (5S,6R)-5-(4-(4-(dimethoxymethyl)piperidin-1-yl)phenyl)-8,8-difluoro-6-(4-(trifluoromethyl)phenyl)-5,6,7,8-tetrahydronaphthalen-2-ol